(S)-1,1,2,2,4-pentamethyl-3-phenyl-1,2,3,6-tetrahydro-1,2-disiline C[Si]1([Si]([C@@H](C(=CC1)C)C1=CC=CC=C1)(C)C)C